[O-2].[Zn+2] zinc (+2) oxide